FC1=CC=C(C=C1)[C@H]1N(OCC1)C(C(CO)(C)C)=O 1-[(3S)-3-(4-fluorophenyl)-1,2-oxazolidin-2-yl]-3-hydroxy-2,2-dimethylpropan-1-one